5-chloro-3-[(4-chlorophenyl)amino]pyrazine-2-carbaldehyde ClC=1N=C(C(=NC1)C=O)NC1=CC=C(C=C1)Cl